C(#N)N=S(=O)(NC(NC1=C2CCCC2=CC=2CCCC12)=O)\C=C\[C@@]1(N(CC=C1)C)C (E)-N'-cyano-2-((R)-1,2-dimethyl-2,5-dihydro-1H-pyrrol-2-yl)-N-((1,2,3,5,6,7-hexahydro-s-indacen-4-yl)carbamoyl)ethene-1-sulfonimidamide